3-(1-hydroxy-2-methylpropan-2-yl)isoxazol OCC(C)(C)C1=NOC=C1